tert-butyl (5r,8s)-8-hydroxy-1-azaspiro[4.5]decane-1-carboxylate OC1CCC2(CCCN2C(=O)OC(C)(C)C)CC1